2-[(1-pyridin-3-yl-1H-pyrazol-5-yl)methoxy]-4-[5-(trifluoromethyl)-1,2,4-oxadiazol-3-yl]pyridine N1=CC(=CC=C1)N1N=CC=C1COC1=NC=CC(=C1)C1=NOC(=N1)C(F)(F)F